3-(4-((4-(2-((adamantan-1-yl)amino)ethyl)benzyl)thio)-7-fluoro-1-oxoisoindolin-2-yl)piperidine-2,6-dione C12(CC3CC(CC(C1)C3)C2)NCCC2=CC=C(CSC3=C1CN(C(C1=C(C=C3)F)=O)C3C(NC(CC3)=O)=O)C=C2